CS(=O)(=O)O[C@H]1COCC1 (3R)-oxolan-3-yl Methanesulfonate